OC(CCN1C(N(C2=NC=C(C=C21)[N+](=O)[O-])CCC(C)(O)C)=O)(C)C 1,3-bis(3-hydroxy-3-methylbutyl)-6-nitro-1,3-dihydro-2H-imidazo[4,5-b]pyridin-2-one